CN(CCN(C1=C(C=C(C=C1)N)F)CC)C N1-(2-(dimethylamino)ethyl)-N1-ethyl-2-fluorobenzene-1,4-diamine